NC1=CC(=C(C(=C1NC(CC1=CC=C(C=C1)S(=O)(=O)CC)=O)Cl)N1CCC(CC1)(F)F)Cl N-(6-amino-2,4-dichloro-3-(4,4-difluoropiperidin-1-yl)phenyl)-2-(4-(ethylsulfonyl)phenyl)acetamide